4-methyl-N-(3-methylbut-3-en-1-yl)-N-(pyridin-3-yl)benzenesulfonamide ethyl-2-(5-bromo-3-cyclopropyl-4-hydroxy-6-oxopyridazin-1(6H)-yl)acetate C(C)OC(CN1N=C(C(=C(C1=O)Br)O)C1CC1)=O.CC1=CC=C(C=C1)S(=O)(=O)N(C=1C=NC=CC1)CCC(=C)C